1-tert-butyl 4-methyl 4-(2-oxoethyl)piperidine-1,4-dicarboxylate O=CCC1(CCN(CC1)C(=O)OC(C)(C)C)C(=O)OC